N-((3R,4S)-4-((6-(2,6-dichloro-3,5-dimethoxyphenyl)-8-(methylsulfonamidomethyl)pyrido[3,4-d]pyrimidin-2-yl)amino)tetrahydrofuran-3-yl)acryl-amide ClC1=C(C(=C(C=C1OC)OC)Cl)C1=CC2=C(N=C(N=C2)N[C@H]2[C@H](COC2)NC(C=C)=O)C(=N1)CNS(=O)(=O)C